(3R)-7-hydroxy-N-[(1S)-2-methyl-1-(pyrrolidin-1-ylmethyl)propyl]-1,2,3,4-tetrahydroisoquinoline-3-carboxamide OC1=CC=C2C[C@@H](NCC2=C1)C(=O)N[C@@H](C(C)C)CN1CCCC1